(R)-3-((4-Methoxyquinolin-7-yl)amino)pyrrolidine-1-carboxylic acid tert-butyl ester C(C)(C)(C)OC(=O)N1C[C@@H](CC1)NC1=CC=C2C(=CC=NC2=C1)OC